ClC(CCCCCCCCCCCCCCCCC[SiH3])(Cl)Cl trichlorooctadecylsilane